p-nitrobenzene sodium [Na].[N+](=O)([O-])C1=CC=CC=C1